6-bromo-9-methyl-2-(methylthio)-8,9-dihydroimidazo[1',2':1,6]pyrido[2,3-d]pyrimidine BrC1=CC2=C(N=C(N=C2)SC)N2C1=NCC2C